1-Bromo-3-butyne BrCCC#C